1,3,5,7-Tetra(ethyl(phenyl)amino)-2,6-diaza-s-indacene C(C)N(C1=NC(=C2C=C3C(=NC(=C3C=C12)N(C1=CC=CC=C1)CC)N(C1=CC=CC=C1)CC)N(C1=CC=CC=C1)CC)C1=CC=CC=C1